CC=1C=C(C=C2C(C3=CC=CC=C3C2=O)=O)C=CC1 2-(3-methylbenzylidene)1,3-indenedione